C1(=CC=CC=C1)S(=O)N1CCCCC1 1-(phenylthionyl)piperidine